ClC1=C(C(=CC(=C1)F)Cl)NC=1N(C2=NC(=NC=C2N1)N[C@@H](CO)CC)C1CCC(CC1)C(=O)N (1S,4s)-4-(8-(2,6-dichloro-4-fluorophenylamino)-2-((R)-1-hydroxybutan-2-ylamino)-9H-purin-9-yl)cyclohexanecarboxamide